ClC=1C=C(N)C=C(C1)SCCN(C(C)C)C(C)C 3-Chloro-5-((2-(diisopropylamino)ethyl)thio)aniline